C1(CC1)CNCC1=CC=C(C=C1)C#C[Si](C)(C)C 1-cyclopropyl-N-(4-((trimethylsilyl)ethynyl)benzyl)methylamine